CC(CCCCC(=O)O)CCCCCC=CCCC(CC)C 6,16-dimethyl-12-octadecenoic acid